C(C)N(C(C(=O)C1=CNC2=CC=C(C(=C12)F)OC)=O)CC N,N-diethyl-2-(4-fluoro-5-methoxy-1H-indol-3-yl)-2-oxoacetamide